F[P-](F)(F)(F)(F)F.CN(C)C(N(C)C)N1N=[N+](C2=C1C=CC=C2)[O-] bis(dimethylamino)methyl-3H-benzotriazole-1-oxide Hexafluorophosphate